ClC=1C(=NC(=C(C1)F)C1=C(C=C(C(=C1)C=C)C(F)(F)F)Cl)C(=O)OC Methyl 3-chloro-6-(2-chloro-4-(trifluoromethyl)-5-vinylphenyl)-5-fluoropicolinate